S1C(=NC=C1)CN1[C@H]2CC(C[C@@H]1CC2)NC(=O)C2=CC=C1C=CNC1=C2 N-((1R,3s,5S)-8-(thiazol-2-ylmethyl)-8-azabicyclo[3.2.1]octan-3-yl)-1H-indole-6-carboxamide